ClC=1C(=C(NC=2C3=C(N=CN2)C=C(C(=N3)N3[C@@H]2CN([C@H](C3)C2)C(C=C)=O)F)C=CC1OCC1CC(C1)(F)F)F 1-[(1S,4S)-5-[4-[3-chloro-4-[(3,3-difluorocyclobutyl)methoxy]-2-fluoro-anilino]-7-fluoro-pyrido[3,2-d]pyrimidin-6-yl]-2,5-diazabicyclo[2.2.1]heptan-2-yl]prop-2-en-1-one